COC(CNC1=CC(=CC=C1)N(C(=O)C1CCCCC1)CC1=CC=C(C=C1)C1=CC=C(C=C1)N(C)C)=O Methyl-2-((3-(N-((4'-(dimethylamino)-[1,1'-biphenyl]-4-yl)methyl)cyclohexane carboxamido)phenyl)amino)acetate